N1(CCNCC1)C(=S)S 1-Piperazinecarbodithioic acid